4-(2-(6-(benzo[d][1,3]dioxol-5-yl)-1,1-dioxido-1,2,6-thiadiazinan-2-yl)propaneamido)adamantan-1-carboxamide O1COC2=C1C=CC(=C2)N2CCCN(S2(=O)=O)C(C(=O)NC2C1CC3(CC(CC2C3)C1)C(=O)N)C